11-(3,4-Dichlorobenzoyl)-5,6,9,10,11,12-hexahydro-4H-[1,2]oxazolo[3,4-c]pyrido[4',3':3,4]-pyrazolo[1,5-a]azepine-5-carboxylic acid ClC=1C=C(C(=O)N2CC=3C(=NN4C3C=3C(CC(C4)C(=O)O)=CON3)CC2)C=CC1Cl